2-[[4-cyano-2-(hydroxymethyl)-2,3-dihydro-1H-inden-5-yl]oxy]-N-methylacetamide C(#N)C1=C2CC(CC2=CC=C1OCC(=O)NC)CO